NC1=CC2=C(N(C([C@H](O2)C)=O)CC2=CC=CC=C2)C=C1C (2R)-7-amino-4-benzyl-2,6-dimethyl-2H-1,4-benzoxazin-3-one